CC(C)S(=O)(=O)C=1C=C2C(=C(C(=NC2=CC1)C1=CC(=CC=C1)C(F)(F)F)CN1CCC(CC1)N1CCCC1)C(=O)NC1(CC1)C1=CC=CC=C1 6-[(1-methylethyl)sulfonyl]-N-(1-phenylcyclopropyl)-3-{[4-(1-pyrrolidinyl)-1-piperidinyl]methyl}-2-[3-(trifluoromethyl)phenyl]-4-quinolinecarboxamide